C(CCCCCCC\C=C/C\C=C/CCCCC)C1(OCC(O1)CCN(C)C)CCCCCCCC\C=C/C\C=C/CCCCC 2,2-dilinoleyl-4-(2-dimethylaminoethyl)[1,3]dioxolane